BrC1=C(N=C(S1)N)C=1SC=C(C1)Cl 5-bromo-4-(4-chloro-2-thienyl)-2-thiazoleamine